C(C(=C)C)(=O)OCCC=C(C(=O)O)C methacryloyloxyethyl-methacrylic acid